2-fluoro-3-methylhexahydro-1H-pyrrolizine FC1CC2CCCN2C1C